C(C)(C)(C)OC(=O)N(C=1SC(=C(N1)C)C=1C=NC(=C(C1)NS(=O)(=O)C1CC1)OC)C(=O)OC(C)(C)C N,N-di-t-butoxycarbonyl-4-methyl-5-(5-cyclopropylsulfonamido-6-methoxypyridin-3-yl)-1,3-thiazol-2-amine